Dimethyl 3-(4-methoxybenzoyl)-6,8-dimethylindolizine-1,2-dicarboxylate COC1=CC=C(C(=O)C2=C(C(=C3C(=CC(=CN23)C)C)C(=O)OC)C(=O)OC)C=C1